(3-chloro-4-fluorophenyl)-1-((4-(2-hydroxyethyl)-5-(trifluoromethyl)-4H-1,2,4-triazol-3-yl)methyl)-1-(6-methoxypyridin-3-yl)urea ClC=1C=C(C=CC1F)NC(N(C=1C=NC(=CC1)OC)CC1=NN=C(N1CCO)C(F)(F)F)=O